2,4,5-Trichlorophenoxyacetic Acid Potassium Salt [K+].ClC1=C(OCC(=O)[O-])C=C(C(=C1)Cl)Cl